5-amino-1-(4-(4-((5-amino-7-(butylamino)-2H-pyrazolo[4,3-d]pyrimidin-2-yl)methyl)-3,5-dimethoxyphenyl)piperazin-1-yl)pentan-1-one NCCCCC(=O)N1CCN(CC1)C1=CC(=C(C(=C1)OC)CN1N=C2C(N=C(N=C2NCCCC)N)=C1)OC